C(C)(=O)C=1C(=NC(=CC1)N1C=NC2=C1C=CC(=C2)N2CCN(CC2)C2COC2)N2N=C(C=C2C)C#N 1-[3-acetyl-6-[5-[4-(oxetan-3-yl)piperazin-1-yl]benzimidazol-1-yl]-2-pyridyl]-5-methyl-pyrazole-3-carbonitrile